4-(3-((R)-3-(1,4-Oxazepan-4-yl)pyrrolidin-1-yl)-5-fluoro-7,9-dihydrofuro[3,4-f]quinazolin-6-yl)-2-amino-7-fluorothieno[3,2-c]pyridine-3-carbonitrile O1CCN(CCC1)[C@H]1CN(CC1)C1=NC=2C(=C(C3=C(C2C=N1)COC3)C3=NC=C(C1=C3C(=C(S1)N)C#N)F)F